4-chloro-2-(6-chloro-4-methoxynaphthalen-2-yl)aniline ClC1=CC(=C(N)C=C1)C1=CC2=CC=C(C=C2C(=C1)OC)Cl